2-([1,1'-biphenyl]-4-yl)-4-(4-(2-chloronaphthalen-1-yl)phenyl)4-([1,1'-biphenyl]-4-yl)-6-(4-(2-chloronaphthalen-1-yl)phenyl)-2-phenylpyrimidine C1(=CC=C(C=C1)C1(NC(=CC(N1)(C1=CC=C(C=C1)C1=CC=CC=C1)C1=CC=C(C=C1)C1=C(C=CC2=CC=CC=C12)Cl)C1=CC=C(C=C1)C1=C(C=CC2=CC=CC=C12)Cl)C1=CC=CC=C1)C1=CC=CC=C1